3-hydroxy-2,3-dimethyl-N-{[3-(methylsulfanyl)-1,2,4-triazin-6-yl]methyl}butanamide OC(C(C(=O)NCC1=CN=C(N=N1)SC)C)(C)C